(3S)-3-(4-fluorophenyl)-2-((R)-2-methyloxolane-2-carbonyl)-1,2-oxazolidine FC1=CC=C(C=C1)[C@H]1N(OCC1)C(=O)[C@@]1(OCCC1)C